9-(tert-butyl) 3-ethyl 6-hydroxy-4-(methoxymethyl)-9H-pyrido[3,4-b]indole-3,9-dicarboxylate OC=1C=C2C3=C(N(C2=CC1)C(=O)OC(C)(C)C)C=NC(=C3COC)C(=O)OCC